N[C@@H](C)C(=O)O alanyl alcohol